FC1=C(C(=CC=C1)C(F)(F)F)COC1CN(C1)C(=O)N1CC(CC1)C1=CC=NN1 (-)-[3-[[2-Fluoro-6-(trifluoromethyl)phenyl]methoxy]azetidin-1-yl]-[3-(1H-pyrazol-5-yl)pyrrolidin-1-yl]methanone